(1-{3-[4-(2-methoxy-phenyl)-piperazin-1-yl]-propyl}-1H-indol-3-yl)-butyric acid COC1=C(C=CC=C1)N1CCN(CC1)CCCN1C=C(C2=CC=CC=C12)C(C(=O)O)CC